5-[5-[(1R)-1-(3,5-dichloro-4-pyridyl)ethoxy]-1-tetrahydropyran-2-yl-indazol-3-yl]-2-fluoro-pyridine-3-carbonitrile ClC=1C=NC=C(C1[C@@H](C)OC=1C=C2C(=NN(C2=CC1)C1OCCCC1)C=1C=C(C(=NC1)F)C#N)Cl